N-(6-(2-chloro-6-(hydroxymethyl)phenyl)imidazo[1,2-a]pyridin-2-yl)-2-fluorocyclopropane-1-carboxamide ClC1=C(C(=CC=C1)CO)C=1C=CC=2N(C1)C=C(N2)NC(=O)C2C(C2)F